4-carbamoyl-4-[4-(4-methanesulfonyl-benzyloxy)-1-oxo-1,3-dihydro-isoindol-2-yl]-butyric acid methyl ester COC(CCC(N1C(C2=CC=CC(=C2C1)OCC1=CC=C(C=C1)S(=O)(=O)C)=O)C(N)=O)=O